N1(C=NC2=C1C=CC=C2)C=2C=C(OC2)C(C(=O)O)CC=O (4-(1H-benzo[d]imidazol-1-yl)furan-2-yl)-4-oxobutanoic acid